(Z)-1-(2-fluoro-4-(1-(5-(trifluoromethyl)pyridin-2-yl)-1H-imidazol-4-yl)phenyl)-3-(3-(2-isopropyl-5-methylphenyl)-4-oxothiazolidin-2-ylidene)urea FC1=C(C=CC(=C1)C=1N=CN(C1)C1=NC=C(C=C1)C(F)(F)F)NC(=O)\N=C\1/SCC(N1C1=C(C=CC(=C1)C)C(C)C)=O